rac-4-[1-[1-(pyridin-3-yl)ethyl]benzimidazol-2-yl]-1,2,5-oxadiazol-3-amine N1=CC(=CC=C1)[C@@H](C)N1C(=NC2=C1C=CC=C2)C=2C(=NON2)N |r|